2,2-dimethyl-4-nitroso-morpholine-3-carboxylic acid CC1(C(N(CCO1)N=O)C(=O)O)C